The molecule is an N-acyl-15-methylhexadecasphing-4-enine in which the acyl group has 19 carbons and 0 double bonds. It derives from a 15-methylhexadecasphing-4-enine. CCCCCCCCCCCCCCCCCCC(=O)N[C@@H](CO)[C@@H](/C=C/CCCCCCCCCC(C)C)O